NC1=NC=C(C=C1\C(\C)=N\[S@](=O)C(C)(C)C)F (R)-N-[(1E)-1-(2-amino-5-fluoropyridin-3-yl)ethylidene]-2-methylpropane-2-sulfinamide